N1-(cyclopropylmethanoyl)-lysergic acid diethylamide C(C)N(C(=O)[C@H]1CN(C)[C@@H]2CC3=CN(C4=CC=CC(C2=C1)=C34)C(=O)C3CC3)CC